sodium carboxyethyl dithiocarbamate C(N)(SCCC(=O)O)=S.[Na]